CC1=CC=C(C=C1)CN1C(CCC1=O)CC(=O)OCC#C prop-2-yn-1-yl 2-[1-[(4-methylphenyl)methyl]-5-oxopyrrolidin-2-yl]acetate